chloroethyl-pentenynol ClCCC(C#CO)=CC